Copper hydroxide sulfate hydrate O.S(=O)(=O)(O)O.[Cu](O)O